NC(CC[C@@H](C1=CC(=CC=C1)OC)NC(=O)N1CC2=C(C=CC(=C2CC1)C1=CC=C(C=C1)C(F)(F)F)C=1C=C2CNC(C2=CC1)=O)=O (S)-N-(4-amino-1-(3-methoxyphenyl)-4-oxobutyl)-8-(1-oxoisoindolin-5-yl)-5-(4-(trifluoromethyl)phenyl)-3,4-dihydroisoquinoline-2(1H)-carboxamide